C(C)(C)(C)OC(=O)N1C[C@H](CC1)[C@@H](C(=O)OC(C)(C)C)CC1=CC(=CC=C1)COCCN (3R)-3-[(2S)-3-{3-[(2-aminoethoxy)methyl]phenyl}-1-(tert-butoxy)-1-oxopropan-2-yl]pyrrolidine-1-carboxylic acid tert-butyl ester